C12CN(CC2C1)C(=O)C1=CC=C(C=C1)CNC1=NC=NC2=C1SC=1N=NC(=C(C12)C)C 3-azabicyclo[3.1.0]hexan-3-yl-[4-[[(3,4-dimethylpyrimido[4',5':4,5]thieno[2,3-c]pyridazin-8-yl)amino]methyl]phenyl]methanone